1-(1,4-dimethoxynaphthalen-2-yl)propan-2-amine COC1=C(C=C(C2=CC=CC=C12)OC)CC(C)N